C(C)(=O)O[C@H]1[C@@H](OC[C@H]([C@@H]1OC(C)=O)OC(C)=O)OC1=CC2=C(N=C(S2)C(N)=O)C=C1 (2S,3R,4S,5R)-2-((2-carbamoylbenzo[d]thiazol-6-yl)oxy)tetrahydro-2H-pyran-3,4,5-triyl triacetate